1-((2r,4s)-4-(4-amino-3-((1-methyl-1H-benzo[d]imidazol-6-yl)ethynyl)-1H-pyrazolo[3,4-d]pyrimidin-1-yl)-2-(methoxymethyl)pyrrolidin-1-yl)prop-2-en-1-one NC1=C2C(=NC=N1)N(N=C2C#CC=2C=CC1=C(N(C=N1)C)C2)[C@H]2C[C@@H](N(C2)C(C=C)=O)COC